m-methoxyphenethylamine COC=1C=C(CCN)C=CC1